N-(2,2-Difluoroethyl)-N-methylazetidin-3-amine hydrochloride Cl.FC(CN(C1CNC1)C)F